3-Hydroxy-3-carboxyglutarate OC(CC(=O)[O-])(CC(=O)[O-])C(=O)O